O[C@]1(C(N(CC1)C)=O)C1=CC(=NO1)C1=CC(=CC=C1)B1OC(C(O1)(C)C)(C)C (S)-3-hydroxy-1-methyl-3-(3-(3-(4,4,5,5-tetramethyl-1,3,2-dioxaborolan-2-yl)phenyl)isoxazol-5-yl)pyrrolidin-2-one